1-(3-chloro-4-(6-(1-methylcyclopropoxy)-9-((4-methylpyridin-2-yl)methyl)-9H-purin-8-yl)phenyl)-3-(2-hydroxyethyl)urea ClC=1C=C(C=CC1C=1N(C2=NC=NC(=C2N1)OC1(CC1)C)CC1=NC=CC(=C1)C)NC(=O)NCCO